C(C)(=O)SCCC1=C(C(=CC=C1Br)Br)F S-(3,6-dibromo-2-fluorophenethyl) thioacetate